FC1=C(C(=CC=C1)F)CN1C(N(N=C1)C1=CC=C(C=C1)[N+](=O)[O-])=O 4-[(2,6-difluorophenyl)methyl]-2-(4-nitrophenyl)-1,2,4-triazol-3-one